(Z)-11-octadecenic acid C(CCCCCCCCC\C=C/CCCCCC)(=O)O